3-bromo-tyrosine BrC=1C=C(C[C@H](N)C(=O)O)C=CC1O